5-chloro-N-((1r,4r)-4-((3-(2,3-difluoro-4-methoxyphenyl)-3-hydroxy-2-oxoindolin-1-yl)methyl)cyclohexyl)-2-(difluoromethyl)nicotinamide ClC=1C=NC(=C(C(=O)NC2CCC(CC2)CN2C(C(C3=CC=CC=C23)(O)C2=C(C(=C(C=C2)OC)F)F)=O)C1)C(F)F